5-methyl-3-(2-oxa-6-azaspiro[3.3]heptan-6-yl)-6-(trifluoromethyl)pyridazine-4-carboxylic acid CC=1C(=C(N=NC1C(F)(F)F)N1CC2(COC2)C1)C(=O)O